(R)-1-(4-fluorophenyl)-1-[2-(piperazine-1-yl)pyrimidine-5-yl]ethylamine FC1=CC=C(C=C1)[C@](C)(C=1C=NC(=NC1)N1CCNCC1)N